C(C)NS(=O)(=O)C1=CC=CC(=C1)NC=1N(C=NC1)C(C)C 2-(ethylsulfamoyl)-4-[(3-isopropylimidazol-4-yl)amino]Benzene